ClC1=C(C(=CC=C1)C(F)(F)F)C(C)O 1-(2-chloro-6-(trifluoromethyl)phenyl)ethan-1-ol